2-(3-Amino-6,6-dimethyl-5,6-dihydrocyclopenta[c]pyrazol-2(4H)-yl)acetic acid NC1=C2C(=NN1CC(=O)O)C(CC2)(C)C